(R)-1-(2-(trifluoromethyl)pyrimidin-5-yl)ethylamine HCl Cl.FC(C1=NC=C(C=N1)[C@@H](C)N)(F)F